C1(CC1)C(=O)NC1=NC=C(C(=O)O)C=C1 6-(cyclopropanecarboxamido)nicotinic acid